1-tetrahydrofuran-3-ylcyclopropanol O1CC(CC1)C1(CC1)O